O1C(CCCC1)OC(=O)C1C2C3C4C=CC(C3C(C1C(=O)OC1OCCCC1)C2)C4 8,9-di(tetrahydropyranyloxycarbonyl)tetracyclo[4.4.0.12,5.17,10]-3-dodecene